C12(CC3CC(CC(C1)C3)C2)CC(=O)OCCCCCCCCN(CCCCCCCC(=O)OCCC(CCCCC)CCCCC)CCCOS(=O)(=O)C 3-pentyloctyl 8-((8-(2-((3r,5r,7r)-adamantan-1-yl)acetoxy)octyl)(3-((methylsulfonyl)oxy) propyl)amino)octanoate